C(CC#C)(=O)N[C@@H](C=O)[C@@H](O)[C@@H](O)[C@H](O)CO 2-(but-3-ynoylamino)-2-deoxy-galactose